2-amino-3-(((tert-butyldimethylsilyl)oxy)methyl)-7-fluoro-N-(oxetane-3-ylmethyl)-N-(6-(trifluoromethyl)-2,3-dihydrobenzofuran-3-yl)quinoline-6-carboxamide NC1=NC2=CC(=C(C=C2C=C1CO[Si](C)(C)C(C)(C)C)C(=O)N(C1COC2=C1C=CC(=C2)C(F)(F)F)CC2COC2)F